4,6-dichloro-2-cyclopentyl-pyrimidine-5-carbaldehyde ClC1=NC(=NC(=C1C=O)Cl)C1CCCC1